N-(3-(1H-imidazol-1-yl)propyl)-5-(thiophen-2-yl)isoxazole-3-carboxamide Methyl-4-(3-chloro-4-(9-(3-chlorobenzyl)-6-(1-methylcyclopropoxy)-9H-purin-8-yl)phenoxy)-2-methylbutanoate COC(C(CCOC1=CC(=C(C=C1)C=1N(C2=NC=NC(=C2N1)OC1(CC1)C)CC1=CC(=CC=C1)Cl)Cl)C)=O.N1(C=NC=C1)CCCNC(=O)C1=NOC(=C1)C=1SC=CC1